2-(4-fluoropiperidin-1-yl)-2-oxoacetamide FC1CCN(CC1)C(C(=O)N)=O